FC(C(=O)O)(F)F.C(C)(=O)N1CC2N(C=3N(C(N=C(C3)OCC=3C=CC(=C(C#N)C3)F)=O)C2)CC1 5-(((2-Acetyl-9-oxo-2,3,4,9,11,11a-hexahydro-1H-pyrazino[1',2':3,4]imidazo[1,2-c]pyrimidin-7-yl)oxy)methyl)-2-fluorobenzonitrile, trifluoroacetic Acid Salt